FC=1C=C(C=C(C1[C@H]1N([C@@H](CC2=C1NC1=CC=CC=C21)C)C21CC(C2)(C1)C(F)(F)F)F)/C=C/C(=O)OC methyl (E)-3-(3,5-difluoro-4-((1R,3R)-3-methyl-2-(3-(trifluoromethyl)bicyclo[1.1.1]pentan-1-yl)-2,3,4,9-tetrahydro-1H-pyrido[3,4-b]indol-1-yl)phenyl)acrylate